CNC(C1=CC=C(C(=O)NC2=C(C=CC(=C2)NC(=O)C=2C=C3C(=NN(C3=CC2)C)C2=CC=NC=C2)C)C=C1)=O N1-Methyl-N4-(2-methyl-5-(1-methyl-3-(pyridin-4-yl)-1H-indazole-5-carboxamido)phenyl)terephthalamide